carboxyethyl-thiourea C(=O)(O)CCNC(=S)N